CN(C)CC1=CC=C2CCOCC2=C1 (1S)-7-[(dimethylamino)methyl]-3,4-dihydro-1H-isochromen